ethyl 2-({6-[(1,3-benzothiazol-2-yl)amino]-5-methylpyridazin-3-yl}(methyl)amino)-5-[1-(benzylcarbamoyl)azetidin-3-yl]-1,3-thiazole-4-carboxylate S1C(=NC2=C1C=CC=C2)NC2=C(C=C(N=N2)N(C=2SC(=C(N2)C(=O)OCC)C2CN(C2)C(NCC2=CC=CC=C2)=O)C)C